COC1=CC=C(CN(S(=O)(=O)C2=CC(=C(C(=C2)F)C=2N=C3N(C=CC(=C3)C)C2C[C@H]2CN(CCO2)C(=O)OC(C)(C)C)F)CC2=CC=C(C=C2)OC)C=C1 tert-butyl (S)-2-((2-(4-(N,N-bis(4-methoxybenzyl)sulfamoyl)-2,6-difluorophenyl)-7-methylimidazo[1,2-a]pyridin-3-yl) methyl)morpholine-4-carboxylate